ClC=1C(=NC=NC1NCCC1=CC=C(C=C1)C(F)(F)F)CC 5-chloro-4-ethyl-6-[2-(4-trifluoromethylphenyl)ethylamino]pyrimidine